2,8-quinolinediol N1=C(C=CC2=CC=CC(=C12)O)O